2-(2-(2-(3-((1-(2-(2,6-dioxopiperidin-3-yl)-1,3-dioxoisoindolin-5-yl)azetidin-3-yl)amino)-3-oxopropoxy)ethoxy)ethoxy)ethyl 4-methylbenzenesulfonate CC1=CC=C(C=C1)S(=O)(=O)OCCOCCOCCOCCC(=O)NC1CN(C1)C=1C=C2C(N(C(C2=CC1)=O)C1C(NC(CC1)=O)=O)=O